[Al].[Si].[Pb] lead silicon aluminum